tert-Butyl (S)-(3-(tert-butoxy)-1-((5-chloro-3-fluoropyridin-2-yl)(methyl)amino)-1-oxopropan-2-yl)carbamate C(C)(C)(C)OC[C@@H](C(=O)N(C)C1=NC=C(C=C1F)Cl)NC(OC(C)(C)C)=O